N-(5-chloro-2,4-difluorophenyl)-N-methyl-2-((1-methyl-1H-tetrazol-5-yl)(6-methyl-4-(trifluoromethyl)pyridin-2-yl)amino)acetamide ClC=1C(=CC(=C(C1)N(C(CN(C1=NC(=CC(=C1)C(F)(F)F)C)C1=NN=NN1C)=O)C)F)F